O=C1NC(CCC1C1=C(CN(C2CCN(CC2)C2=CC=C3CN(C(C3=C2)=O)C(C(=O)NC=2SC=CN2)C2=C(C=CC(=C2)F)O)C)C=CC=C1)=O 2-(6-(4-((2-(2,6-dioxopiperidin-3-yl)benzyl)(methyl)amino)piperidin-1-yl)-1-oxoisoindolin-2-yl)-2-(5-fluoro-2-hydroxyphenyl)-N-(thiazol-2-yl)acetamide